6-(3-(phenylmethoxy)cyclobutyl)-1-isopropyl-1H-pyrazolo[3,4-d]pyrimidin-4(7H)-one C1(=CC=CC=C1)COC1CC(C1)C1=NC(C2=C(N1)N(N=C2)C(C)C)=O